N-((1S,3r)-3-(5-(5-(difluoromethoxy)pyridin-2-yl)-4-(2-fluorophenyl)-4H-1,2,4-triazol-3-yl)cyclobutyl)-5-fluoropyridineamide FC(OC=1C=CC(=NC1)C=1N(C(=NN1)C1CC(C1)NC(=O)C1=NC=C(C=C1)F)C1=C(C=CC=C1)F)F